N2,N2,N3,N3-Tetrabenzyl-6-bromopyridine-2,3-diamine C(C1=CC=CC=C1)N(C1=NC(=CC=C1N(CC1=CC=CC=C1)CC1=CC=CC=C1)Br)CC1=CC=CC=C1